2,6-dichloroanisole ClC1=C(C(=CC=C1)Cl)OC